C(C)(C)(C)OC(N(C)C1CN(CCC1)C=1C(=NC=NC1)OC)=O.Br.CNC1CN(CCC1)C=1C(=NC=NC1)O 5-(3-(methylamino)piperidin-1-yl)pyrimidin-4-ol hydrobromide tert-Butyl-(1-(4-methoxypyrimidin-5-yl)piperidin-3-yl)(methyl)carbamate